FCCN1C(=CC=2C(=CC=CC12)NC1CCC(CC1)N1CCOCC1)C#CCNC1=C(C=C(C=C1)S(=O)(=O)C)OC 1-(2-fluoroethyl)-2-{3-[(4-methane-sulfonyl-2-methoxy-phenyl)amino]prop-1-yn-1-yl}-N-[(1R,4R)-4-(morpholin-4-yl)cyclohexyl]-1H-indol-4-amine